4-(2-Chloropyrimidin-4-yl)piperidine-1,4-dicarboxylic acid 1-tert-butyl 4-methyl ester COC(=O)C1(CCN(CC1)C(=O)OC(C)(C)C)C1=NC(=NC=C1)Cl